C(#N)C1=NC2=CC(=CC(=C2N=C1N1C2CN(C(C1)C2)C2=CC=C(C=C2)C#N)[C@@H](C)NC2=C(C(=O)O)C=CC=C2)C 2-(((1R)-1-(2-cyano-3-(5-(4-cyano-phenyl)-2,5-diazabicyclo[2.2.1]-heptan-2-yl)-7-methylquinoxalin-5-yl)ethyl)amino)benzoic acid